(1S,3R)-1-(5-((1-(3-Fluoropropyl)azetidin-3-yl)oxy)thiophen-2-yl)-3-methyl-2-(2,2,2-trifluoroethyl)-2,3,4,9-tetrahydro-1H-pyrido[3,4-b]indole FCCCN1CC(C1)OC1=CC=C(S1)[C@H]1N([C@@H](CC2=C1NC1=CC=CC=C21)C)CC(F)(F)F